C1(=CC=CC=C1)C1CC2(OCCO2)CC(C1(P(=O)=O)C1=C(C=CC=C1C1=C(C=CC=C1C)C)C1=C(C=CC=C1C)C)C1=CC=CC=C1 1,4-dioxa-7,9-diphenyl-8-[2,6-bis(2,6-dimethylphenyl)phenyl]-8-phosphospiro[4.5]decane